ClC1=C(N)C=C(C=C1)CN1N=NC(=C1)C1=C(N=C2N1C=CC=C2)C2=CC=C(C=C2)Cl 2-Chloro-5-((4-(2-(4-chlorophenyl)imidazo[1,2-a]pyridin-3-yl)-1H-1,2,3-triazol-1-yl)methyl)aniline